C(C1=CC=CC=C1)OC(COC1=CC(=C2CC(CC2=C1)CNCCC1CN(C(O1)=O)C1=NC2=C(OCC(N2)=O)N=C1)F)C 6-[5-[2-[[6-(2-Benzyloxypropoxy)-4-fluoro-indan-2-yl]methylamino]ethyl]-2-oxo-oxazolidin-3-yl]-4H-pyrazino[2,3-b][1,4]oxazin-3-one